FC1(CCC(CC1)N[C@@H]1[C@@H](CCCC1)N(C=1C(=C2C(N(C(C2=CC1)=O)C1C(NC(CC1)=O)=O)=O)O)C)F 5-(((1R,2S)-2-((4,4-difluorocyclohexyl)amino)cyclohexyl)(methyl)amino)-2-(2,6-dioxopiperidin-3-yl)-4-hydroxyisoindoline-1,3-dione